[P].[Fe].[Cu].[Al] aluminum copper iron phosphorus